O=C1NC(CCC1N1C(C2=CC=C(C=C2C1=O)N1CCC(CC1)OCC(=O)O)=O)=O ({1-[2-(2,6-dioxopiperidin-3-yl)-1,3-dioxoisoindol-5-yl]piperidin-4-yl}oxy)acetic acid